O=C1N(CCC(N1)=O)C=1C=C(C(=O)O)C=CC1OC 3-(2,4-Dioxohexahydropyrimidin-1-yl)-4-methoxybenzoic acid